2-[2-(2-hydroxy-ethoxy)-ethoxy]-ethanol OCCOCCOCCO